spiro[2.5]octan-6-amine hydrogen chloride salt Cl.C1CC12CCC(CC2)N